6-methyl-4-[(1-methylcyclopropyl)amino]-N-{[4-(trifluoromethoxy)phenyl]methyl}furo[2,3-d]pyrimidine-5-carboxamide CC1=C(C2=C(N=CN=C2NC2(CC2)C)O1)C(=O)NCC1=CC=C(C=C1)OC(F)(F)F